FC1=C(C=CC=C1)C1CCN(C1)S(=O)(=O)N1CCOCC1 4-(2-Fluorophenyl)-1-(morpholinosulfonyl)pyrrolidin